C(=O)O.NC=1C(=C(C=NC1)C=1C=C2C=C(N=CC2=C(C1F)N)NC1=NN2CS(CC(C2=C1)C)(=O)=O)C 6-(5-amino-4-methyl-3-pyridinyl)-7-fluoro-N3-(4-methyl-6,6-dioxo-5,7-dihydro-4H-pyrazolo[1,5-c][1,3]thiazin-2-yl)isoquinoline-3,8-diamine formate salt